((4,6-dimethyl-2-oxo-1,2-dihydropyridin-3-yl)methyl)-3-(methyl-(tetrahydro-2H-pyran-4-yl)amino)-2-methyl-5-nitrobenzamide CC1=C(C(NC(=C1)C)=O)CC1=C(C(=C(C(=O)N)C=C1[N+](=O)[O-])C)N(C1CCOCC1)C